FC1=C(C=C(C=C1)OC1=CC=C2C(=N1)SC(=N2)NC)NC(=O)C2=NN(C(=C2)S(=O)C)C2=CC=C(C=C2)F N-(2-fluoro-5-((2-(methylamino)thiazolo[5,4-b]pyridin-5-yl)oxy)phenyl)-1-(4-fluorophenyl)-5-(methylsulfinyl)-1H-pyrazole-3-carboxamide